(R,E)-N-(2-Ethoxy-4-nitrophenyl)-3-(1-methylpyrrolidin-2-yl)acrylamide C(C)OC1=C(C=CC(=C1)[N+](=O)[O-])NC(\C=C\[C@@H]1N(CCC1)C)=O